N-Methyl-4-(4-(5-(3-nitrophenyl)-4,5-dihydro-1H-pyrazol-3-yl)phenoxy)picolinamide CNC(C1=NC=CC(=C1)OC1=CC=C(C=C1)C1=NNC(C1)C1=CC(=CC=C1)[N+](=O)[O-])=O